FC1=C(C=CC(=N1)C(=O)NC)N1CCN(CC1)C1C=C(CC1)C1=CC=2N(C(N1)=O)C=CN2 6-fluoro-N-methyl-5-(4-(3-(5-oxo-5,6-dihydroimidazo[1,2-c]pyrimidin-7-yl)cyclopent-2-en-1-yl)piperazin-1-yl)picolinamide